4-[[1-(2-aminoacetyl)azetidin-3-yl]methylcarbamoyl]-3-chloro-phenyl-5-(2,3-difluoro-4-methoxy-phenyl)-1-methyl-imidazole-2-carboxamide NCC(=O)N1CC(C1)CNC(=O)C1=C(C=C(C=C1)C=1N=C(N(C1C1=C(C(=C(C=C1)OC)F)F)C)C(=O)N)Cl